FC1=C(C=C2CCN(C2=C1)C(=O)N[C@H](CO)C1=CC(=CC(=C1)OC)F)C=1C(=NN(C1)COCC[Si](C)(C)C)[N+](=O)[O-] (S)-6-fluoro-N-(1-(3-fluoro-5-methoxyphenyl)-2-hydroxyethyl)-5-(3-nitro-1-((2-(trimethylsilyl)ethoxy)methyl)-1H-pyrazol-4-yl)indoline-1-carboxamide